1-(2-quinolyl)-5-methyl-2,5-diazahexane N1=C(C=CC2=CC=CC=C12)CNCCN(C)C